CN=C(C)N(CCCC)CCCC N'-methyl-N,N-di-n-butylacetamidine